(3-vinylbenzyl)boric acid C(=C)C=1C=C(COB(O)O)C=CC1